3-((4-((5-(3-(((S)-1-(1H-tetrazol-1-yl)propan-2-yl)oxy)-4-chlorophenyl)pyrimidin-2-yl)amino)-1-((1r,4r)-4-((2S,6R)-2,6-dimethylmorpholino)cyclohexyl)-1H-pyrazol-3-yl)oxy)propan-1-ol N1(N=NN=C1)C[C@H](C)OC=1C=C(C=CC1Cl)C=1C=NC(=NC1)NC=1C(=NN(C1)C1CCC(CC1)N1C[C@@H](O[C@@H](C1)C)C)OCCCO